C(C)(C)(C)[C@@H]1CC=2C=C3C(=NC2CC1)SC(=N3)C(=O)N[C@H](CC[NH+]3CCOCCC3)C=3C=NC(=CC3)NS(N(C)C)(=O)=O (7S)-7-tert-butyl-N-[(1R)-1-[6-(dimethylsulfamoylamino)-3-pyridyl]-3-(1,4-oxazepan-4-ium-4-yl)propyl]-5,6,7,8-tetrahydrothiazolo[5,4-b]quinoline-2-carboxamide